FC(C(=O)O)(F)C1=C(C(=CC(=C1F)F)F)F α,α,2,3,5,6-hexafluoro-phenylacetic acid